tert-butyl [3-(4-{[(2R)-1-{[tert-butyl(dimethyl)silyl]oxy}propan-2-yl]oxy}-1H-pyrazol-1-yl)bicyclo[1.1.1]pentan-1-yl]carbamate [Si](C)(C)(C(C)(C)C)OC[C@@H](C)OC=1C=NN(C1)C12CC(C1)(C2)NC(OC(C)(C)C)=O